OC1=CC(=CC(=C1C1C(CCC(=C1)C)C(=C)C)OCN(C(OC)=O)C)CCCCC methyl (((6-hydroxy-5'-methyl-4-pentyl-2'-(prop-1-en-2-yl)-1',2',3',4'-tetrahydro-[1,1'-biphenyl]-2-yl)oxy)methyl)(methyl)carbamate